N-(2,3-dihydro-1H-inden-5-yl)-3-methyl-5-oxo-1-phenyl-4,5-dihydro-1H-pyrazole-4-carboxamide C1CCC2=CC(=CC=C12)NC(=O)C1C(=NN(C1=O)C1=CC=CC=C1)C